FC(C(=O)O)(F)F.N[C@H]1CN(CCC1)C(=O)C1=CC=2N(C=C1)C(=C(N2)C=2N(C1=CC(=CC=C1C2)F)CC2CC2)C (R)-(3-aminopiperidin-1-yl)(2-(1-(cyclopropylmethyl)-6-fluoro-1H-indol-2-yl)-3-methylimidazo[1,2-a]pyridin-7-yl)methanone trifluoroacetic acid salt